(S)-2-(3,5-dichloro-4-((6-hydroxy-[1,1'-biphenyl]-3-yl)methyl)phenoxy)-N-methylpropanamide ClC=1C=C(O[C@H](C(=O)NC)C)C=C(C1CC=1C=C(C(=CC1)O)C1=CC=CC=C1)Cl